FC(CN1C(=NC2=C1C=C(C=C2)C2=CNC=1N=C(N=C(C12)OC)NC1CC(C1)(C)NC(CC)=O)C)F N-((1r,3r)-3-((5-(1-(2,2-difluoroethyl)-2-methyl-1H-benzo[d]imidazol-6-yl)-4-methoxy-7H-pyrrolo[2,3-d]pyrimidin-2-yl)amino)-1-methylcyclobutyl)propionamide